3-(4-(2-OXO-6-AZASPIRO[3.4]OCTAN-6-YL)PHENYL)PIPERIDINE-2,6-DIONE O=C1CC2(C1)CN(CC2)C2=CC=C(C=C2)C2C(NC(CC2)=O)=O